C(CCCCCCC)N(C=1C=C2C=CC(=CC2=CC1)/C=C/C1=CC=[N+](C=C1)CCCS(=O)(=O)[O-])CCCCCCCC 3-[4-[(E)-2-[6-(dioctylamino)naphthalen-2-yl]ethenyl]pyridin-1-ium-1-yl]propane-1-sulfonate